OC1C=2N(CCC1C1N3C(C4=CC=CC=C14)=CN=C3)N=C(C2)C(=O)N 4-Hydroxy-5-(5H-imidazo[5,1-a]isoindol-5-yl)-4,5,6,7-tetrahydropyrazolo[1,5-a]pyridin-2-carboxamid